Rac-ethyl 5-oxo-2-phenyl-5,7,8,9-tetrahydropyrrolo[1,2-c][1,2,4]triazolo[1,5-a]pyrimidine-9-carboxylate O=C1C=C2N(C=3N1N=C(N3)C3=CC=CC=C3)[C@H](CC2)C(=O)OCC |r|